(S)-2-amino-N-(6-(1,4-dimethyl-1H-pyrazol-5-yl)-5-fluoropyridin-3-yl)-2-(4-methylcyclohexyl)acetamide N[C@H](C(=O)NC=1C=NC(=C(C1)F)C1=C(C=NN1C)C)C1CCC(CC1)C